CC1(COC1)CN1C[C@@H]2[C@H](C1)CC(C2)NC2=CC=C(N=N2)C2=CC=C(C=C2)NC(C)=O N-(4-(6-(((3aR,5s,6aS)-2-((3-methyloxetan-3-yl)methyl)octahydrocyclopenta[c]pyrrol-5-yl)amino)pyridazin-3-yl)phenyl)acetamide